C(C)(C)(C)OC(=O)N1C2CN(CC1C2)C2=NC=C(C=N2)C2CC2 3-(5-Cyclopropylpyrimidin-2-yl)-3,6-diazabicyclo[3.1.1]heptane-6-carboxylic acid tert-butyl ester